2-[[5-(ethylsulfonimidoyl)-2-methyl-6-[3-methyl-6-(trifluoromethyl)imidazo[4,5-c]pyridin-2-yl]-3-pyridyl]oxy]-2-methyl-propanenitrile C(C)S(=O)(=N)C=1C=C(C(=NC1C1=NC2=C(C=NC(=C2)C(F)(F)F)N1C)C)OC(C#N)(C)C